(R)-N-(1-(2-fluorophenyl)-1,4,5,7-tetrahydropyrano[3,4-c]pyrazol-4-yl)-5,6,7,8-tetrahydroimidazo[1,5-a]pyridine-1-carboxamide FC1=C(C=CC=C1)N1N=CC2=C1COC[C@@H]2NC(=O)C=2N=CN1C2CCCC1